N1C(=NC2=C1C=CC=C2)CC(CCCNC2CCCC=1C=CC=NC21)N (1H-benzimidazol-2-ylmethyl)-N'-(5,6,7,8-tetrahydroquinolin-8-yl)butane-1,4-diamine